C1N(CCC2=CC=CC=C12)C[C@H](CN1CCOC2=C(C1=O)C=CC(=C2)OCC2=C(C=NC=C2)F)O 4-[(2R)-3-(3,4-dihydro-1H-isoquinolin-2-yl)-2-hydroxy-propyl]-8-[(3-fluoro-4-pyridyl)methoxy]-2,3-dihydro-1,4-benzoxazepin-5-one